C(C)(C)(C)C1=C(C(=CC(=C1)N1CCNCCC1)C(C)(C)C)O 2,6-Di-tert-butyl-4-(1,4-diazepan-1-yl)phenol